P(ON1N=C(NC1=O)CO)([O-])=O (3-(hydroxymethyl)-5-oxo-4,5-dihydro-1H-1,2,4-triazole-1-yl) phosphonate